4-(cyclopentylamino)-6-((2-methoxy-4-(2-oxopyrrolidin-1-yl)phenyl)amino)-1H-pyrrolo[2,3-b]pyridine-3-carbonitrile C1(CCCC1)NC1=C2C(=NC(=C1)NC1=C(C=C(C=C1)N1C(CCC1)=O)OC)NC=C2C#N